COC=1C=C2C(=C(OC(=O)C2=CC1)C1=CC=CC=C1)C1=CC=CC=C1 6-methoxy-3,4-diphenyl-isocoumarin